methyl-bis(trimethylsiloxy)vinyl-silane C[SiH2]C=C(O[Si](C)(C)C)O[Si](C)(C)C